6-(2-oxoethyl)thieno[2,3-b]pyridine-2-carboxylic acid methyl ester COC(=O)C1=CC=2C(=NC(=CC2)CC=O)S1